ClC1=CC=CC(=N1)C=1C=C(C=CC1)B(O)O 3-(6-chloropyridin-2-yl)phenylboronic acid